C(C)(C)(C)OC(=O)N1[C@H](CC[C@@H](C1)NC(COC1=CC(=C(C=C1)Cl)F)=O)C(NCC1CCC(CC1)C(F)(F)F)=O.C(C)(=O)C1=CC2=CC=CC=C2C=C1 beta-acetyl-naphthalene tert-butyl-(2R,5S)-5-[2-(4-chloro-3-fluorophenoxy)acetamido]-2-({[(1s,4s)-4-(trifluoromethyl)cyclohexyl]methyl}carbamoyl)piperidine-1-carboxylate